[Zn].N1=CNC2=C1C=CC=C2 BENZIMIDAZOLE ZINC